N-[3-chloro-2-(4,4-dimethyl-1-piperidyl)phenyl]-5-isopropylsulfonyl-thiophene-2-sulfonamide ClC=1C(=C(C=CC1)NS(=O)(=O)C=1SC(=CC1)S(=O)(=O)C(C)C)N1CCC(CC1)(C)C